N-((5-(2,6-dioxopiperidin-3-yl)-4-oxo-5,6-dihydro-4H-thieno[3,4-c]pyrrol-1-yl)methyl)-2-(4-isopropylphenyl)-3-methylbutanamide O=C1NC(CCC1N1CC=2C(C1=O)=CSC2CNC(C(C(C)C)C2=CC=C(C=C2)C(C)C)=O)=O